5-(4-(2-(2-(4-(4-amino-3-(4-phenoxyphenyl)-1H-pyrazolo[3,4-d]pyrimidin-1-yl)piperidin-1-yl)ethoxy)ethyl)piperidin-1-yl)-2-(2,6-dioxopiperidin-3-yl)isoindoline-1,3-dione NC1=C2C(=NC=N1)N(N=C2C2=CC=C(C=C2)OC2=CC=CC=C2)C2CCN(CC2)CCOCCC2CCN(CC2)C=2C=C1C(N(C(C1=CC2)=O)C2C(NC(CC2)=O)=O)=O